4-[(2-cyano-6-fluorophenyl)amino]-2-[(6-methoxy-2-methyl-1,2,3,4-tetrahydroisoquinolin-7-yl)amino]pyrimidine-5-carboxamide C(#N)C1=C(C(=CC=C1)F)NC1=NC(=NC=C1C(=O)N)NC1=C(C=C2CCN(CC2=C1)C)OC